FC1=C(C=CC(=N1)C(=O)NC([2H])([2H])[2H])N1CCN(CC1)CC=1C=C2NC(C(=NC2=CC1)CCC)=O 6-fluoro-N-(methyl-d3)-5-(4-((3-oxo-2-propyl-3,4-dihydroquinoxalin-6-yl)methyl)piperazin-1-yl)pyridine-2-carboxamide